4,5-Dihydroxy-1,3-benzene-disulfonic acid disodium salt [Na+].[Na+].OC1=C(C=C(C=C1O)S(=O)(=O)[O-])S(=O)(=O)[O-]